O=C1N(C2=C(N1C1C(NC(CC1)=O)=O)C=CC(=C2)C2CCNCC2)C2CCOCC2 3-[2-oxo-5-(4-piperidyl)-3-tetrahydropyran-4-yl-benzimidazol-1-yl]piperidine-2,6-dione